2-ethoxy-propane C(C)OC(C)C